(3R)-3-(hydroxymethyl)piperidine-1-carboxylic acid tert-butyl ester C(C)(C)(C)OC(=O)N1C[C@@H](CCC1)CO